pyridine-2-yl disulfide N1=C(C=CC=C1)SSC1=NC=CC=C1